COC1=C2C=C(NC2=CC=C1)C(=O)N[C@H](C(NN(C[C@H]1C(NCC1)=O)C(C(C)=O)=O)=O)CC(C)C 4-Methoxy-N-((S)-4-methyl-1-oxo-1-(2-(2-oxopropanoyl)-2-(((S)-2-oxopyrrolidin-3-yl)methyl)hydrazineyl)pentan-2-yl)-1H-indole-2-carboxamide